rac-(3aR,5R,7S,7aR)-1-isopropyl-5-(2-ethoxyphenyl)-3,3,5,7-tetramethyloctahydrobenzo[c]isoxazole C(C)(C)N1OC([C@H]2[C@H]1[C@H](C[C@@](C2)(C)C2=C(C=CC=C2)OCC)C)(C)C |r|